FC([C@@H](CNC1=C(C=C(C=C1)C1=NNC(OC1)=O)C(F)(F)F)O)(F)F |r| (rac)-5-[4-{[3,3,3-Trifluoro-2-hydroxypropyl]amino}-3-(trifluoromethyl)phenyl]-3,6-dihydro-2H-1,3,4-oxadiazin-2-on